(3,3-Difluoroazetidin-1-yl)(4-{2-[(S)-(4,4-difluorocyclohexyl){[3-(difluoromethyl)-pyridin-2-yl]amino}methyl]-4-fluoro-1H-benzimidazol-5-yl}tetrahydropyran-4-yl)-methanone FC1(CN(C1)C(=O)C1(CCOCC1)C1=C(C2=C(NC(=N2)[C@@H](NC2=NC=CC=C2C(F)F)C2CCC(CC2)(F)F)C=C1)F)F